ClC=1C=C(C=C(C1)F)NC1=NC=CC2=CC(=C(C=C12)NC(CCCN1CCCCC1)=O)OC N-(1-((3-chloro-5-fluorophenyl)amino)-6-methoxyisoquinolin-7-yl)-4-(piperidin-1-yl)butanamide